C(C)(C)(C)NC(CN(C)C=1C2=C(N=C(N1)C1=NC=CC(=C1)OCCN(C)C)CCC2)=O N-tert-butyl-2-[(2-{4-[2-(dimethylamino)ethoxy]pyridin-2-yl}-5H,6H,7H-cyclopenta[d]pyrimidin-4-yl)(methyl)amino]acetamide